N=1C=C(N2C1C=CC=C2)CO imidazo[1,2-A]pyridine-3-yl-methanol